trans-N-(4-(2-aminocyclopropyl)phenyl)benzamide N[C@H]1[C@@H](C1)C1=CC=C(C=C1)NC(C1=CC=CC=C1)=O